3,7-bis-(3,4,5-trimethoxyphenyl)-10H-phenoxazine COC=1C=C(C=C(C1OC)OC)C=1C=CC=2NC3=CC=C(C=C3OC2C1)C1=CC(=C(C(=C1)OC)OC)OC